(2-aminoethyl)aminopropyl-methyl-diethoxysilane NCCNCCC[Si](OCC)(OCC)C